8-methyl-N-(1-methylcyclopropyl)-2-(pyridin-4-yl)pyrido[3,4-d]pyrimidin-4-amine CC1=NC=CC2=C1N=C(N=C2NC2(CC2)C)C2=CC=NC=C2